3-[6-[1-[2-[4-[5-fluoro-7-hydroxy-6-(1,1,4-trioxo-1,2,5-thiadiazolidin-2-yl)-2-naphthyl]pyrazol-1-yl]ethyl]-4-piperidyl]-1-methyl-indazol-3-yl]piperidine-2,6-dione FC1=C2C=CC(=CC2=CC(=C1N1S(NC(C1)=O)(=O)=O)O)C=1C=NN(C1)CCN1CCC(CC1)C1=CC=C2C(=NN(C2=C1)C)C1C(NC(CC1)=O)=O